[Si](C)(C)(C(C)(C)C)OCCN1C(=NN=C1C(F)F)C=O 4-(2-(tert-Butyldimethylsilanyloxy)ethyl)-5-(difluoromethyl)-4H-1,2,4-triazole-3-carbaldehyde